Diethyl ((2S)-2-(2-(4-chlorophenyl)propanamido)-3,3-dimethylbutanoyl)-D-glutamate ClC1=CC=C(C=C1)C(C(=O)N[C@H](C(=O)N[C@H](CCC(=O)OCC)C(=O)OCC)C(C)(C)C)C